7-fluoro-2,3-dihydro-1H-pyrrolo[3,4-c]pyridine FC=1C2=C(C=NC1)CNC2